(4-chlorobenzyl)(propargyl)amine ClC1=CC=C(CNCC#C)C=C1